3-((7-methoxy-1-methyl-6-((6-(methylamino)pyrazolo[1,5-a]pyrazin-3-yl)oxy)-1H-imidazo[4,5-b]pyridin-2-yl)amino)-1-methyl-5-(trifluoromethyl)pyridin-2(1H)-one COC1=C2C(=NC=C1OC=1C=NN3C1C=NC(=C3)NC)N=C(N2C)NC=2C(N(C=C(C2)C(F)(F)F)C)=O